4-chlorothiazole ClC=1N=CSC1